(R)-3-((4-((dimethyl(oxo)-λ6-sulfaneylidene)amino)-6-(3-methylmorpholino)pyrimidin-2-yl)amino)-4-nitrobenzonitrile CS(=O)(C)=NC1=NC(=NC(=C1)N1[C@@H](COCC1)C)NC=1C=C(C#N)C=CC1[N+](=O)[O-]